ClC1=C(C2=C(C=N1)C(=NN2)I)F 6-chloro-7-fluoro-3-iodo-1H-pyrazolo[4,3-c]pyridine